ClC=1C=C(C=C(C1)F)[C@@H]1OCCN2C1=NC(=N2)NC2[C@H]1CN(C[C@@H]2CC1)C1=CC(=NC=C1)OC (8S)-8-(3-chloro-5-fluoro-phenyl)-N-[(1R,5S)-3-(2-methoxy-4-pyridinyl)-3-azabicyclo[3.2.1]oct-8-yl]-6,8-dihydro-5H-[1,2,4]triazolo[5,1-c][1,4]oxazin-2-amine